tert-Butyl 6-fluoro-2-methylbenzofuran-7-carboxylate FC1=C(C2=C(C=C(O2)C)C=C1)C(=O)OC(C)(C)C